C(CCC)NCC1=C(N)C=CC=C1 2-((butylamino)methyl)aniline